NC1=C(N=CC2=C(C(=CC=C12)F)C=1SC=C(N1)Br)C(=O)NCCC 4-amino-8-(4-bromothiazol-2-yl)-7-fluoro-N-propylisoquinoline-3-carboxamide